(6-Fluoro-1-(oxetan-3-yl)-1H-indazol-3-yl)(4-(2-(trifluoromethyl)phenyl)piperidin-1-yl)methanone FC1=CC=C2C(=NN(C2=C1)C1COC1)C(=O)N1CCC(CC1)C1=C(C=CC=C1)C(F)(F)F